N-Methansulfonyl-1,2-diphenylethylendiamin CS(=O)(=O)NC(C(N)C1=CC=CC=C1)C1=CC=CC=C1